2-Methyl-5-[2-(piperidin-4-yl)[1,3]thiazolo[4,5-c]pyridin-6-yl]-2H-indazol-7-carbonitril-Hydrochlorid Cl.CN1N=C2C(=CC(=CC2=C1)C1=CC2=C(C=N1)N=C(S2)C2CCNCC2)C#N